7-(3-aminophenyl)heptanoic acid NC=1C=C(C=CC1)CCCCCCC(=O)O